BrC1=C(C#N)C(=CC=C1OC)F 2-bromo-6-fluoro-3-methoxybenzonitrile